(S)-7-chloro-8-((3-hydroxy-2-(1H-pyrazolo[3,4-b]pyridin-1-yl)propyl)thio)-6-(trifluoromethyl)quinazoline-2,4-diol ClC1=C(C=C2C(=NC(=NC2=C1SC[C@H](CO)N1N=CC=2C1=NC=CC2)O)O)C(F)(F)F